[(5S,7S)-7-fluoro-5-phenyl-6,7-dihydro-5H-pyrrolo[1,2-b][1,2,4]triazol-2-yl]-[2-(trifluoromethyl)cyclopropyl]methanone F[C@H]1C[C@H](N2N=C(N=C21)C(=O)C2C(C2)C(F)(F)F)C2=CC=CC=C2